ClC1=C(C(=O)NC=2C(=NNC2)C(=O)NC2CCN(CC2)C(CC(C)C)=O)C(=CC=C1)Cl 4-(2,6-dichlorobenzoylamino)-N-(1-(3-methylbutanoyl)piperidin-4-yl)-1H-pyrazole-3-carboxamide